ClC=1C=C2C(C(C(OC2=CC1)=O)=C1C(=C2N(CCCN2)C1(C1=CC=CC=C1)O)C(C1=CC=C(C=C1)Cl)=O)=O 6-chloro-3-(8-(4-chlorobenzoyl)-6-hydroxy-6-phenyl-1,2,3,4-tetrahydropyrrolo[1,2-a]pyrimidin-7(6H)-ylidene)chroman-2,4-dione